C(C)(=O)OC(C)(C=C)CCC=C(C)CCC=C(C)C Nerolidyl acetate